ClC1=CC=CC(=N1)C1CCN(CC1)CC1=NC2=C(N1C[C@H]1OCC1)C=C(C=C2)C(=O)[O-] (S)-2-((4-(6-chloropyridin-2-yl) piperidin-1-yl) methyl)-1-((oxetan-2-yl) methyl)-1H-benzo[d]imidazole-6-carboxylate